N-(2-chloro-5-(1-methyl-1H-pyrazol-3-yl)pyridin-4-yl)-2-(1,1-difluoroethyl)-6-methoxypyrimidin-4-amine ClC1=NC=C(C(=C1)NC1=NC(=NC(=C1)OC)C(C)(F)F)C1=NN(C=C1)C